3-(5-(3-fluoro-4-methyl-5-(6-(trifluoromethyl)imidazo[1,2-a]pyridine-3-carboxamido)phenyl)-1,2,4-oxadiazol-3-yl)azetidine-1-carboxylic acid methyl ester COC(=O)N1CC(C1)C1=NOC(=N1)C1=CC(=C(C(=C1)NC(=O)C1=CN=C2N1C=C(C=C2)C(F)(F)F)C)F